C1(=CC=CC=C1)SC1=C(C=CC=C1)C1=NC2=CC=CC=C2C=C1 2-(2-(phenylsulfanyl)phenyl)quinoline